FC=1C(=NC=C(C1)OCCOC([2H])([2H])[2H])N1CCN(CC1)CCNC 2-[4-(3-fluoro-5-{2-[(2H3)methyloxy]ethoxy}pyridin-2-yl)piperazin-1-yl]-N-methylethanamine